(E)-3-[4-(3-Chloro-2-hydroxypropoxy)phenyl]-1-(4-methoxyphenyl)prop-2-en-1-one ClCC(COC1=CC=C(C=C1)/C=C/C(=O)C1=CC=C(C=C1)OC)O